O[C@@H]1[C@H](OC([C@H]([C@H]1O)O)CCC1=CC=CC=C1)CCP(O)(O)=O (2-((2R,3S,4R,5S)-3,4,5-trihydroxy-6-phenethyltetrahydro-2H-pyran-2-yl)ethyl)phosphonic acid